C12OCC(C1)(C2)C2=NC(=CC(=N2)NC2=C(C=NC(=C2)NC(C)=O)C2=NC=C(C=C2)C#N)C N-(4'-((2-(2-oxabicyclo[2.1.1]hexan-4-yl)-6-methylpyrimidin-4-yl)amino)-5-cyano-[2,3'-bipyridin]-6'-yl)acetamide